N-(4-(4-amino-1-(tetrahydro-2H-pyran-4-yl)-1H-pyrazolo[3,4-d]pyrimidin-3-yl)phenyl)-5-(4-fluorophenyl)-1-isopropyl-4-oxo-1,4-dihydropyridazine-3-carboxamide NC1=C2C(=NC=N1)N(N=C2C2=CC=C(C=C2)NC(=O)C2=NN(C=C(C2=O)C2=CC=C(C=C2)F)C(C)C)C2CCOCC2